4-(4-methoxybenzyloxy)-6-(isopropylamino)pyrazolo[1,5-a]pyridine-3-carbonitrile COC1=CC=C(COC=2C=3N(C=C(C2)NC(C)C)N=CC3C#N)C=C1